BrC=1C=C(C=CC1)N1CCN(CC1)C 1-(3-bromophenyl)-4-methylpiperazine